1-((2R,5S)-4-(6-chloro-7-(1,6-dimethyl-1H-indazol-7-yl)-8-fluoro-2-(((S)-1-methylpyrrolidin-3-yl)methoxy)quinazolin-4-yl)-2,5-dimethylpiperazin-1-yl)prop-2-en-1-one ClC=1C=C2C(=NC(=NC2=C(C1C=1C(=CC=C2C=NN(C12)C)C)F)OC[C@@H]1CN(CC1)C)N1C[C@H](N(C[C@@H]1C)C(C=C)=O)C